6-(4-(4-fluorophenyl)-1-isopropyl-1H-imidazol-5-yl)-3-(6-fluoropyridin-3-yl)quinoline FC1=CC=C(C=C1)C=1N=CN(C1C=1C=C2C=C(C=NC2=CC1)C=1C=NC(=CC1)F)C(C)C